3-(5-((2-((1S,4S)-5-(2-((3S,5S,7S)-adamantan-1-yl)ethyl)-2,5-diazabicyclo[2.2.1]Heptane-2-yl)ethyl)amino)-2-methyl-4-oxoquinazolin-3(4H)-yl)piperidine-2,6-dione C12(CC3CC(CC(C1)C3)C2)CCN2[C@@H]3CN([C@H](C2)C3)CCNC3=C2C(N(C(=NC2=CC=C3)C)C3C(NC(CC3)=O)=O)=O